CN1N=CC(=C1)CCOC1=NC(=CC(=N1)N1N=C(C=C1)C(=O)N1CCCCC1)N1CCOCC1 (1-(2-(2-(1-methyl-1H-pyrazol-4-yl)ethoxy)-6-morpholinopyrimidin-4-yl)-1H-pyrazol-3-yl)(piperidin-1-yl)methanone